ClC=1C=C2C(C(=CN(C2=CC1N1[C@H](CCC1)COC1=NC=CC=C1Cl)C1=CC2=C(C=N1)NC=N2)C(=O)O)=O (R)-6-chloro-7-(2-(((3-chloropyridin-2-yl)oxy)methyl)pyrrolidin-1-yl)-1-(3H-imidazo[4,5-c]pyridin-6-yl)-4-oxo-1,4-dihydroquinoline-3-carboxylic acid